sodium oxalate borate salt B([O-])(O)O.C(C(=O)O)(=O)O.[Na+]